C(C)OC(=O)C1=C(CCCC1)C=1C(=CC2=C(OCCC3=C2SC=C3)C1)C(=O)O 8-(2-(ethoxycarbonyl)cyclohex-1-en-1-yl)-4,5-dihydrobenzo[b]thieno[2,3-d]oxepine-9-carboxylic acid